10-bromo-7H-benzo[C]carbazole BrC1=CC=2C=3C4=C(C=CC3NC2C=C1)C=CC=C4